4-bromo-2-(methoxymethoxy)-1-(1-phenylvinyl)benzene tert-butyl-(1S,2S,5R)-3-benzyl-2-((R)-1-(benzyloxy)-2-(methoxymethoxy)Ethyl)-3,8-diazabicyclo[3.2.1]octane-8-carboxylate C(C)(C)(C)OC(=O)N1[C@@H]2[C@H](N(C[C@H]1CC2)CC2=CC=CC=C2)[C@H](COCOC)OCC2=CC=CC=C2.BrC2=CC(=C(C=C2)C(=C)C2=CC=CC=C2)OCOC